4-((1R)-3-(1-ethoxy-1-oxopropan-2-yl)cyclohexyl)pyridine 1-oxide C(C)OC(C(C)C1C[C@@H](CCC1)C1=CC=[N+](C=C1)[O-])=O